methyl 5-methylsulfanylbenzofuran-2-carboxylate CSC=1C=CC2=C(C=C(O2)C(=O)OC)C1